p-(perfluorohexyl)phenol FC(C(C(C(C(C(F)(F)F)(F)F)(F)F)(F)F)(F)F)(C1=CC=C(C=C1)O)F